6-[(2S)-2-aminobutyl]-2-chloro-7-methyl-N-[(1,3-oxazol-2-yl)methyl]thieno[3,2-d]pyrimidin-4-amine N[C@H](CC1=C(C=2N=C(N=C(C2S1)NCC=1OC=CN1)Cl)C)CC